C(C)(C)N(CCN)C(C)C N,N-diisopropylethane-1,2-diamine